6-chloro-3-(((1R)-1-(3,6-dimethyl-2-(2-methyltetrahydrofuran-2-yl)-4-oxo-3,4-dihydroquinazolin-8-yl)ethyl)amino)picolinic acid ClC1=CC=C(C(=N1)C(=O)O)N[C@H](C)C=1C=C(C=C2C(N(C(=NC12)C1(OCCC1)C)C)=O)C